C(#N)C1(CC1)C=1C=C(C(=O)N[C@@H](C)C=2N(N=CN2)C2=NN(C(C=C2)=O)C)C=C(C1)OC(F)F 3-(1-cyanocyclopropyl)-5-(difluoromethoxy)-N-[(1S)-1-[2-(1-methyl-6-oxo-pyridazin-3-yl)-1,2,4-triazol-3-yl]ethyl]benzamide